(Z)-1-(3-chlorophenyl)-3-(dimethylamino)-2-(methylsulfonyl)prop-2-en-1-one ClC=1C=C(C=CC1)C(/C(=C/N(C)C)/S(=O)(=O)C)=O